C(CCCCCCC\C=C/C\C=C/CCCCC)(=O)OCC(COC(CCC(OCCCCCCCC)OCCCCCCCC)=O)COC(NCCN1CCCC1)=O 3-((4,4-bis(octyloxy)butanoyl)oxy)-2-((((2-(pyrrolidin-1-yl)ethyl)carbamoyl)oxy)methyl)propyl (9Z,12Z)-octadeca-9,12-dienoate